F[C@@H]1[C@@H]([C@]2(CN[C@@]1(C2)C)C)OC2=CC=C(N=N2)C2=C(C=C(C=C2)C2=CC(=NC=C2)OC([2H])([2H])[2H])O 2-(6-(((1R,4R,5R,6S)-6-fluoro-1,4-dimethyl-2-azabicyclo[2.2.1]heptan-5-yl)oxy)pyridazin-3-yl)-5-(2-(methoxy-d3)pyridin-4-yl)phenol